pyrazol-id [N-]1N=CC=C1